C(C)(C)(C)C1=CC=C(C=C1)NC1CCC(CC1)C[N+](C)(C)C 1-(4-((4-(tert-butyl)phenyl)amino)cyclohexyl)-N,N,N-trimethylmethanaminium